trans-rac-2,2-dichloro-3-(4-fluoro-3-(trifluoromethyl)phenyl)cyclopropane-1-carbaldehyde ClC1([C@H]([C@@H]1C1=CC(=C(C=C1)F)C(F)(F)F)C=O)Cl |r|